BrC1=CC=C(C=C1)N1C(CCCC1)C(F)F 1-(4-bromophenyl)-2-(difluoromethyl)piperidine